1-ethyl-3-(1-pyrrolylmethyl)pyrrole C(C)N1C=C(C=C1)CC=1NC=CC1